N1=NC1C(CCNC(C)=O)C N-(3-(3H-diazirin-3-yl)butyl)acetamide